O1[C@H]2[C@@H](N(CC1)C1=CC(=C(N=N1)C1=C(C=C(C=C1)Cl)O)C(F)F)CNCC2 2-[6-[(4aS,8aR)-2,3,4a,5,6,7,8,8a-octahydropyrido[4,3-b][1,4]oxazin-4-yl]-4-(difluoromethyl)pyridazin-3-yl]-5-chloro-phenol